CN(C\C=C/1\C(N(CC1)C=1C=CC=2N=CN=C(C2N1)NC1=CC(=C(C=C1)OC1=CC=2N(C=C1)C=CN2)C)=O)C (3E)-3-[2-(dimethylamino)ethylidene]-1-{4-[(4-{imidazo[1,2-a]pyridin-7-yloxy}-3-methylphenyl)amino]pyrido[3,2-d]pyrimidin-6-yl}pyrrolidin-2-one